(S)-2,6-Difluoro-3-(3-methyl-5-(2-phenylmorpholino)-1H-pyrazolo[3,4-c]pyridin-1-yl)-5-(trifluoromethyl)phenol FC1=C(C(=C(C=C1N1N=C(C=2C1=CN=C(C2)N2C[C@@H](OCC2)C2=CC=CC=C2)C)C(F)(F)F)F)O